C(C)(C)(C)OC(=O)NC(C[C@H](C(=O)O)C)CC1=CC=C(C=C1)C1=CC=CC=C1 (2R)-N-t-Butoxycarbonyl-5-([1,1'-biphenyl]-4-yl)-4-amino-2-methylpentanoic acid